C(C)(C)(C)C=1C=C(C=C(C1O)C(C)(C)C)CCC(=O)NCCCNC(CCC1=CC(=C(C(=C1)C(C)(C)C)O)C(C)(C)C)=O bis-(3,5-di-tert-butyl-4-hydroxyphenyl-propionyl)-trimethylenediamine